CC=1C(=C(C=CC1)OC)C dimethylmethoxybenzene